CC(C)(C)[O-].[K+].FC1=C(C=C(C=C1)CSC=1N=CC2=C(N1)C(=CN2C(C)C)N2CC(OC(C2)(F)F)(F)F)CC(=O)O 2-(2-fluoro-5-(((5-isopropyl-7-(2,2,6,6-tetrafluoromorpholino)-5H-pyrrolo[3,2-d]pyrimidin-2-yl)thio)methyl)phenyl)acetic acid Potassium tert-butoxide